(S)-N-(2-cyano-1-(4-(ethylsulfonyl)phenyl)ethyl)-4-(3,4-dihydroisoquinolin-2(1H)-yl)benzamide C(#N)C[C@@H](C1=CC=C(C=C1)S(=O)(=O)CC)NC(C1=CC=C(C=C1)N1CC2=CC=CC=C2CC1)=O